COC=1C(=C(N)C(=CC1)C([2H])([2H])[2H])C([2H])([2H])[2H] 3-methoxy-2,6-bis(trideuteriomethyl)aniline